3-(piperidin-3-yl)urea N1CC(CCC1)NC(N)=O